ClCC=1C(=NC=C(C1)F)N1C(NC(CC1)=O)=O 1-(3-(Chloromethyl)-5-fluoropyridin-2-yl)dihydropyrimidine-2,4(1H,3H)-dione